2-(((4-Nitrophenoxy)carbonyl)oxy)ethyl acetate C(C)(=O)OCCOC(=O)OC1=CC=C(C=C1)[N+](=O)[O-]